C(=O)O.N1=NC=CC2=C1N=C(S2)N [1,3]thiazolo[4,5-c]pyridazin-6-amine formate